4-(4-(((2R,4S)-4-(3-chlorophenyl)-2-oxido-1,3,2-dioxaphosphinan-2-yl)methoxy)-2,6-dimethylbenzyl)-2-isopropylphenyl docosyl carbonate C(OC1=C(C=C(C=C1)CC1=C(C=C(C=C1C)OC[P@]1(OCC[C@H](O1)C1=CC(=CC=C1)Cl)=O)C)C(C)C)(OCCCCCCCCCCCCCCCCCCCCCC)=O